3-(4-(4-((2-(2,6-dioxopiperidin-3-yl)-1,3-dioxoisoindolin-4-ylamino)methyl)-3-fluorobenzyl)piperazin-1-yl)picolinamide O=C1NC(CCC1N1C(C2=CC=CC(=C2C1=O)NCC1=C(C=C(CN2CCN(CC2)C=2C(=NC=CC2)C(=O)N)C=C1)F)=O)=O